C(C)(C)[C@@H]1N(CCN(C1)C)CC1=CC(=C2CN(C(C2=C1)=O)C1=CC(=CC=C1)C1(COC1)CN1N=NC=C1C)C(F)(F)F (S)-6-((2-isopropyl-4-methylpiperazin-1-yl)methyl)-2-(3-(3-((5-methyl-1H-1,2,3-triazol-1-yl)methyl)oxetan-3-yl)phenyl)-4-(trifluoromethyl)isoindolin-1-one